[4-(4-methoxy-3-nitro-phenyl)sulfonylmorpholin-2-yl]benzothiophene-2-carboxamide COC1=C(C=C(C=C1)S(=O)(=O)N1CC(OCC1)C1=C(SC2=C1C=CC=C2)C(=O)N)[N+](=O)[O-]